[C@@H]12OC[C@@H](N(C1)C(=O)N1CC3=C(C=C(C=C3CC1)C=1N=C3C(=NC1)NC=C3Cl)[C@H]3NCCOC3)CC2 ((1S,4S)-2-oxa-5-azabicyclo[2.2.2]octane-5-yl)(6-(7-chloro-5H-pyrrolo[2,3-b]pyrazin-2-yl)-8-((R)-morpholin-3-yl)-3,4-dihydroisoquinolin-2(1H)-yl)methanone